CNCC=CC(=O)[O-] 4-(methylamino)but-2-enoate